C(C)N1C[C@@H](CC1)N (R)-1-ethylpyrrolidin-3-amine